CC([C@H](CO)SSC1=NC=CC=C1)C (2R)-3-methyl-2-(pyridin-2-yldithio)butan-1-ol